2-(7-fluoro-1-methyl-4-oxo-pyrazolo[4,3-c]quinolin-5-yl)acetaldehyde FC=1C=CC=2C3=C(C(N(C2C1)CC=O)=O)C=NN3C